[Si](C1=CC=CC=C1)(C1=CC=CC=C1)(C(C)(C)C)OC[C@H]1N(CCC(C1)=O)C(=O)OC(C)(C)C tert-Butyl (S)-2-(((tert-butyldiphenylsilyl)oxy)methyl)-4-oxopiperidine-1-carboxylate